NC(CC(=O)N(C)C)C1=CC2=C(SCCN2CC2=CC=CC=C2)C=C1 3-amino-3-(4-benzyl-3,4-dihydro-2H-benzo[b][1,4]thiazin-6-yl)-N,N-dimethylpropionamide